FC(C1=CC2=C(N=C(N=C2)NC2CCN(CC2)S(=O)(=O)C)N2C1=NN=C2C)F 6-(difluoromethyl)-9-methyl-N-(1-(methylsulfonyl)piperidin-4-yl)-[1,2,4]triazolo[4',3':1,6]pyrido[2,3-d]pyrimidin-2-amine